OC(C)(C)C1CC(C1)NC=1N=NC(=C2C1C=NC=C2)C2=C(C=C(C=C2)C(F)(F)F)O 2-(4-(((1s,3s)-3-(2-hydroxypropan-2-yl)cyclobutyl)amino)pyrido[3,4-d]pyridazin-1-yl)-5-(trifluoromethyl)phenol